N-[(4-methyl-1,3-thiazol-2-yl)methyl]-1-[5-(pyridin-4-yl)-1H-pyrazole-3-carbonyl]piperidine-4-carboxamide CC=1N=C(SC1)CNC(=O)C1CCN(CC1)C(=O)C1=NNC(=C1)C1=CC=NC=C1